(1-(4-(2,6-bis(benzyloxy)pyridin-3-yl)-2-fluorophenyl)-4-methylpiperidin-4-yl)methanol C(C1=CC=CC=C1)OC1=NC(=CC=C1C1=CC(=C(C=C1)N1CCC(CC1)(C)CO)F)OCC1=CC=CC=C1